(2Z)-2-pentene C\C=C/CC